methyl 3-(2-(tert-butoxy)-2-oxoethoxy)-4-chloro-5-(3-((2,2-dimethyl-1-((3-nitrobenzyl)sulfonyl)piperidin-4-yl)amino)phenyl)thiophene-2-carboxylate C(C)(C)(C)OC(COC1=C(SC(=C1Cl)C1=CC(=CC=C1)NC1CC(N(CC1)S(=O)(=O)CC1=CC(=CC=C1)[N+](=O)[O-])(C)C)C(=O)OC)=O